4-((2-Phenylimidazo[1,2-a]pyrazin-3-yl)amino)benzoic acid C1(=CC=CC=C1)C=1N=C2N(C=CN=C2)C1NC1=CC=C(C(=O)O)C=C1